NC1=NC2=CC(=C(C=C2C=C1CO[Si](C)(C)C(C)(C)C)C(=O)N(C1COC2=C1C=CC(=C2)C(F)(F)F)CC2CC2)F 2-amino-3-(((tert-butyldimethylsilyl)oxy)methyl)-N-(cyclopropylmethyl)-7-fluoro-N-(6-(trifluoromethyl)-2,3-dihydrobenzofuran-3-yl)quinoline-6-carboxamide